4-(2-hydroxyethyl)-N-[7-methoxy-4-(1-methyl-1H-pyrazol-4-yl)-1H-1,3-benzodiazol-2-yl]-1,2,3,6-tetrahydropyridine-1-carboxamide OCCC=1CCN(CC1)C(=O)NC1=NC2=C(N1)C(=CC=C2C=2C=NN(C2)C)OC